C(#N)C1=CN=C(S1)N1N=C(N=C1C(C)NC(C1=CC(=CC(=C1)OC(F)(F)F)S(=O)(=O)C)=O)SC N-{1-[1-(5-cyano-1,3-thiazol-2-yl)-3-(methylsulfanyl)-1H-1,2,4-triazol-5-yl]ethyl}-3-(methylsulfonyl)-5-(trifluoromethoxy)benzamide